C(C1=CC=CC=C1)OC1=CC=CC=2N=C3N(C=C(C=C3)Br)C21 9-benzyloxy-2-bromobenzo[4,5]imidazo[1,2-a]pyridine